OC=1C=C(C=CC1O)C=1OC2=CC(=CC(=C2C(C1O[C@H]1[C@H](O)[C@@H](O)[C@H](O)[C@H](O1)CO[C@H]1[C@H](O)[C@H](O)[C@@H](O)[C@@H](O1)C)=O)O)O 2-(3,4-dihydroxyphenyl)-5,7-dihydroxy-3-[α-L-rhamnopyranosyl-(1→6)-β-D-glucopyranosyloxy]-4H-chromen-4-one